potassium (((3R,4R)-3-(4-(1H-pyrazol-1-yl)phenyl)-1-((benzyloxy)carbonyl)piperidin-4-yl)methyl)trifluoroborate N1(N=CC=C1)C1=CC=C(C=C1)[C@@H]1CN(CC[C@H]1C[B-](F)(F)F)C(=O)OCC1=CC=CC=C1.[K+]